(S)-4-(1-(5-phenyl-1-(4-(trifluoromethyl)benzyl)-1H-indazol-7-amido)ethyl)benzoic acid C1(=CC=CC=C1)C=1C=C2C=NN(C2=C(C1)C(=O)N[C@@H](C)C1=CC=C(C(=O)O)C=C1)CC1=CC=C(C=C1)C(F)(F)F